ClC1=CN=C2C(=N1)N(N=C2C2=CC=C(C=C2)C(F)(F)F)C2CN(C2)C(C(=C)F)=O 1-(3-(6-chloro-3-(4-(trifluoromethyl)phenyl)-1H-pyrazolo[3,4-b]pyrazin-1-yl)azetidin-1-yl)-2-fluoroprop-2-en-1-one